P(=O)(O)(O)O[C@H]1C[C@@H](O[C@@H]1CO)N1C=NC=2C(N)=NC(=NC12)[15NH2] 2'-deoxy-2-(15N)aminoadenosine-3'-phosphate